ClC1=C(C=NC(=C1)C(F)(F)F)N(C(=O)N[C@@H](C)C=1N(N=CN1)C1=NC=CC=N1)C 1-[4-chloro-6-(trifluoromethyl)-3-pyridyl]-1-methyl-3-[(1S)-1-(2-pyrimidin-2-yl-1,2,4-triazol-3-yl)ethyl]urea